FC(C(=O)O)(F)F.FC(C(=O)O)(F)F.C1(=CC=CC=C1)O phenol bis(2,2,2-trifluoroacetate)